11,14-dimethyl-5-{4-[(3-octyl-1-oxoundecyl) oxy] butyl}-7-oxo-6-oxa-8,11,14-triazapentadec-1-yl 3-octylundecanoate C(CCCCCCC)C(CC(=O)OCCCCC(OC(NCCN(CCN(C)C)C)=O)CCCCOC(CC(CCCCCCCC)CCCCCCCC)=O)CCCCCCCC